C(C)(C)N(C(=O)C1=C(OC=2C(=NC=NC2)N2CC3(C2)CCN(CC3)CC3=CC=C(C=C3)S(=O)(=O)N3C[C@@H](CCC3)NC([O-])=O)C=CC(=C1)F)C(C)C (R)-(1-((4-((2-(5-(2-(diisopropylcarbamoyl)-4-fluorophenoxy)pyrimidin-4-yl)-2,7-diazaspiro[3.5]nonan-7-yl)methyl)phenyl)sulfonyl)piperidin-3-yl)carbamate